[Au].[Ni].[Cu] copper-nickel gold